N-((1s,4s)-4-((5-(4-fluorobenzoyl)-2-((4-(4-methylpiperazin-1-yl)phenyl)amino)-7H-pyrrolo[2,3-d]pyrimidin-4-yl)amino)cyclohexyl)acetamide FC1=CC=C(C(=O)C2=CNC=3N=C(N=C(C32)NC3CCC(CC3)NC(C)=O)NC3=CC=C(C=C3)N3CCN(CC3)C)C=C1